2-(4'-hydroxybutyloxy)-tetrahydrofuran OCCCCOC1OCCC1